FCC(=O)[C@]12[C@]34C=5C(=C(C=CC5C[C@H]([C@@H]3C=C[C@@H]2O)N(C)CC4)OC(C)=O)O1 2-fluoroacetylacetylmorphine